N[C@H](CN(CC(=O)O)C(CN1C=CC2=C1N=C(NC2=O)N)=O)CO (R)-N-(2-amino-3-hydroxypropyl)-N-(2-(2-amino-4-oxo-3,4-dihydro-7H-pyrrolo[2,3-d]pyrimidin-7-yl)acetyl)glycine